O1N=NNC1 4,5-dihydro-1,2,3,4-oxatriazole